(2S)-2-ethylbutyl 2-(((((2R,3S,4R,5S)-5-(4-aminopyrrolo[2,1-f][1,2,4]triazin-7-yl)-2-cyano-3,4-dihydroxytetrahydrofuran-2-yl)methoxy)(phenoxy)phosphoryl)amino)-3-phenylpropanoate NC1=NC=NN2C1=CC=C2[C@H]2[C@@H]([C@@H]([C@@](O2)(C#N)COP(=O)(OC2=CC=CC=C2)N[C@H](C(=O)OCC(CC)CC)CC2=CC=CC=C2)O)O